4-butyl-2-ethyl-5-formyl-1H-pyrrole-3-carboxylic acid methyl ester COC(=O)C1=C(NC(=C1CCCC)C=O)CC